1-(4,6-diisopropylpyrimidin-5-yl)-6-fluoro-7-(2-fluoro-6-methoxyphenyl)-4-hydroxy-3-nitro-1,8-naphthyridin-2(1H)-one C(C)(C)C1=NC=NC(=C1N1C(C(=C(C2=CC(=C(N=C12)C1=C(C=CC=C1OC)F)F)O)[N+](=O)[O-])=O)C(C)C